2-(difluoromethyl)-N-(4-(hydroxymethyl)tetrahydro-2H-pyran-4-yl)-5-((4-methylthiazol-5-yl)methoxy)benzofuran-3-carboxamide FC(C=1OC2=C(C1C(=O)NC1(CCOCC1)CO)C=C(C=C2)OCC2=C(N=CS2)C)F